1,2-dioleyltrimethyl-propane ammonium chloride [Cl-].[NH4+].C(CCCCCCC\C=C/CCCCCCCC)CC(C(C)(C)C)CCCCCCCC\C=C/CCCCCCCC